(5S)-5-[6-[2-hydroxy-6-methyl-4-(trifluorometh-yl)phenyl]-3-methyl-pyrazolo[3,4-b]pyridin-2-yl]piperidin-2-one OC1=C(C(=CC(=C1)C(F)(F)F)C)C=1C=CC=2C(N1)=NN(C2C)[C@H]2CCC(NC2)=O